(2R)-2,3-dihydro-2-methyl-6-nitro-2-[[4-[4-[4-(trifluoromethoxy)phenoxy]-1-piperidyl]phenoxy]methyl]imidazo[2,1-b]oxazole C[C@@]1(CN2C(O1)=NC(=C2)[N+](=O)[O-])COC2=CC=C(C=C2)N2CCC(CC2)OC2=CC=C(C=C2)OC(F)(F)F